(3S,4S)-3-cyclopropyl-4-methyl-2-oxopyrrolidine-3-carbonitrile C1(CC1)[C@@]1(C(NC[C@H]1C)=O)C#N